FC1(C(C1)C1=CC(=NN1)C(=O)N)F (5-(2,2-difluorocyclopropyl)-1H-pyrazol-3-yl)carboxamide